O=C1N(CC=2C=C3C(=CC12)OCC31CCN(CC1)CC=1C=NN(C1)C1=CC=CC=C1)C1C(NC(CC1)=O)=O 3-(7-oxo-1'-((1-phenyl-1H-pyrazol-4-yl)methyl)-5,7-dihydro-2H,6H-spiro[furo[2,3-f]isoindole-3,4'-piperidin]-6-yl)piperidine-2,6-dione